O[C@H]1[C@@H](O[C@@H]([C@H]1O)CO)N1C(N(C=CC1=O)CC1=CC=C(C=C1)OC)=O 3-((2R,3R,4S,5R)-3,4-dihydroxy-5-(hydroxymethyl)tetrahydrofuran-2-yl)-1-(4-methoxybenzyl)pyrimidine-2,4(1H,3H)-dione